C(C=C)(=O)OC1=C(C=C(C=C1)C)CC1=C(C(=CC(=C1)C)C(C)(C)C)O 3-(1,1-dimethylethyl)-2-hydroxy-5-methylphenylmethyl-4-methylphenyl acrylate